OCC1=C(C=C(C=C1)CC#N)C1=CC2=C(NC(=N2)C)C=C1 2-(4-(hydroxymethyl)-3-(2-methyl-1H-benzimidazole-5-yl)phenyl)acetonitrile